3-(3-fluoro-2-oxoindole-3-yl)-quinolinone FC1(C(NC2=CC=CC=C12)=O)C=1C(NC2=CC=CC=C2C1)=O